C(C)N1N=C2N=C(C=NC2=C1)N[C@@H](C)C=1C=C(C=CC1F)NC(C1=CC(=C(C=C1)CN1CCN(CC1)C)C(F)(F)F)=O (S)-N-(3-(1-((2-ethyl-2H-pyrazolo[3,4-b]pyrazin-6-yl)amino)ethyl)-4-fluorophenyl)-4-((4-methylpiperazin-1-yl)methyl)-3-(trifluoromethyl)benzamide